tert-butyl 3-amino-3-phenylpiperidine-1-carboxylate NC1(CN(CCC1)C(=O)OC(C)(C)C)C1=CC=CC=C1